NC1=NC(=NC=2N1N=C(N2)C=2OC=CC2)N2[C@@H](CCC2)C(=O)N2CC1CCC(C2)N1C(=O)C1=CC=CC=C1 (3-((7-amino-2-(furan-2-yl)-[1,2,4]triazolo[1,5-a][1,3,5]triazin-5-yl)-L-prolyl)-3,8-diazabicyclo[3.2.1]oct-8-yl)(phenyl)methanone